3-chloro-N-(3-hydroxycyclobutyl)-4-(6-(1-methylcyclopropoxy)-9-((4-methylpyridin-2-yl)methyl)-9H-purin-8-yl)benzamide ClC=1C=C(C(=O)NC2CC(C2)O)C=CC1C=1N(C2=NC=NC(=C2N1)OC1(CC1)C)CC1=NC=CC(=C1)C